ClCCN1CC2(CC1)CCOCC2 2-(2-chloroethyl)-8-oxa-2-azaspiro[4.5]decane